Cl.Cl.CC1CNC1 3-methyl-azetidine hydrochloride Hydrochloride salt